Trans-4-(6-Methoxy-5-amino-indazol-2-yl)-cyclohexanol COC=1C(=CC2=CN(N=C2C1)[C@@H]1CC[C@H](CC1)O)N